4-Amino-1-(3-(6-(trifluoromethyl)pyridin-2-yl)piperidin-1-yl)butan-2-ol NCCC(CN1CC(CCC1)C1=NC(=CC=C1)C(F)(F)F)O